acryloxy-(1-hydroxymethyl) ethyl hydrogen phosphate P(=O)(OC(O)OC(C=C)=O)(OCC)O